N[C@@H]1CCN2[C@H]1CN(CC2)C2=C(C=CC(=C2C(F)(F)F)OC2=CC=CC=C2)NC(=O)C=2N=C(SC2)C2=CN=NC=C2 N-{2-[(8r,8as)-8-aminohexahydropyrrolo[1,2-a]pyrazin-2(1H)-yl]-4-phenoxy-3-(trifluoromethyl)phenyl}-2-(pyridazin-4-yl)-1,3-thiazole-4-carboxamide